FC(C(C(C(S(=O)(=O)[O-])(F)F)(F)F)(F)F)(F)F.CC=1C=C(C=C(C1O)C)[S+]1CCCC1 1-(3,5-dimethyl-4-hydroxyphenyl)tetrahydrothiophenium nonafluoro-n-butanesulfonate